4-(4-((4-(3-chloro-5-(5-methyl-5H-pyrido[4,3-b]indol-7-yl)pyridin-2-yl)piperazin-1-yl)methyl)piperidin-1-yl)-2-(2,4-dioxotetrahydropyrimidine-1(2H)-yl)isoindoline-1,3-dione ClC=1C(=NC=C(C1)C=1C=CC=2C3=C(N(C2C1)C)C=CN=C3)N3CCN(CC3)CC3CCN(CC3)C3=C1C(N(C(C1=CC=C3)=O)N3C(NC(CC3)=O)=O)=O